(S)-2-acetylamino-3-(4-nitrophenyl)propionic acid C(C)(=O)N[C@H](C(=O)O)CC1=CC=C(C=C1)[N+](=O)[O-]